silyleneadipamide [SiH2]=C(C(=O)N)CCCC(=O)N